2-(2,6-dioxopiperidin-3-yl)-5-(4-hydroxy-1-(4-hydroxy-3-((4-methylpiperazin-1-yl)methyl)benzyl)piperidin-4-yl)isoindoline-1,3-dione O=C1NC(CCC1N1C(C2=CC=C(C=C2C1=O)C1(CCN(CC1)CC1=CC(=C(C=C1)O)CN1CCN(CC1)C)O)=O)=O